N1(CCC1)C1=NC=C(C=C1C#N)C1=NNC2=CC=C(C=C12)O[C@H](C)C1=C(C(=NC=C1Cl)C)Cl 2-(azetidin-1-yl)-5-[5-[(1R)-1-(3,5-dichloro-2-methyl-4-pyridyl)ethoxy]-1H-indazol-3-yl]pyridine-3-carbonitrile